ClC1=C(C=C(C=C1)NC(=O)NCCC1=CC=C(C=C1)O)C(F)(F)F 1-(4-chloro-3-(trifluoromethyl)phenyl)-3-(4-hydroxyphenylethyl)urea